(1s,5R)-2-(5-(2-Phenoxyphenyl)-1H-pyrazol-3-carbonyl)-2,6-diazabicyclo[3.2.1]octan-6-carbonitril O(C1=CC=CC=C1)C1=C(C=CC=C1)C1=CC(=NN1)C(=O)N1[C@@H]2CN([C@H](CC1)C2)C#N